ClC1=CC=C2CCCN(C2=N1)C(=O)OC(C)(C)C tert-butyl 7-chloro-3,4-dihydro-1,8-naphthyridine-1(2H)-carboxylate